3-bromo-1-methyl-1H-indol-6-yl sulfurofluoridate S(OC1=CC=C2C(=CN(C2=C1)C)Br)(=O)(=O)F